C1(=CC=CC=C1)NC(=O)C1=NC=CC2=C1NC1=CC=CC=C21 N-phenyl-9H-pyrido[3,4-b]indole-1-carboxamide